NC1=C2CNCC2=CC=C1 4-AMINOISOINDOLIN